methyl 2-(3-{6-[3-(2-hydroxyphenyl)thieno[2,3-c]pyridazin-6-yl]-2-azaspiro[3.3]heptan-2-yl}-1,2-oxazol-5-yl)-3-methylbutanoate OC1=C(C=CC=C1)C1=CC2=C(N=N1)SC(=C2)C2CC1(CN(C1)C1=NOC(=C1)C(C(=O)OC)C(C)C)C2